C(C)(C)(C)OC(=O)NC(C(=O)O)CC=1C=C(C(=C2C=CNC12)F)F 2-((tert-butoxycarbonyl)-amino)-3-(4,5-difluoro-1H-indol-7-yl)propanoic acid